C(#N)C=1C(=NC(=CC1)C=1C=NN(C1)C)C1NCCN(C1)C(=O)N(CC)CC 5-(3-cyano-6-(1-methyl-1H-pyrazol-4-yl)pyridin-2-yl)-N,N-diethylpiperazine-1-carboxamide